4-[[2-(3-bromo-5-chloro-2-hydroxy-phenyl)acetyl]amino]-N-tert-butyl-pyridine-2-carboxamide BrC=1C(=C(C=C(C1)Cl)CC(=O)NC1=CC(=NC=C1)C(=O)NC(C)(C)C)O